The molecule is a hydrate that is the monohydrate form of metoclopramide dihydrochloride. It has a role as an antiemetic, a dopaminergic antagonist and a gastrointestinal drug. It is a hydrochloride and a hydrate. It contains a metoclopramide hydrochloride and a metoclopramide(2+). CC[NH+](CC)CCNC(=O)C1=CC(=C(C=C1OC)[NH3+])Cl.O.[Cl-].[Cl-]